CC1(N(CCOC1)C(=O)C=1C2=C(N(N1)C1=CSC=C1)C1=C(O2)C=C(C(=C1)C=1C=C(C=NC1)C(=O)N)OC)C 5-[3-(3,3-dimethylmorpholine-4-carbonyl)-6-methoxy-1-(3-thienyl)benzofuro[3,2-c]pyrazol-7-yl]pyridine-3-carboxamide